4-((6-(1-Cyclobutyl-1H-pyrazol-4-yl)pyrimidin-4-yl)((4-(4-methoxy-3-methylphenyl)bicyclo[2.2.2]octan-1-yl)methyl)carbamoyl)(trans-cyclohexyl) 3-hydroxyazetidine-1-carboxylate OC1CN(C1)C(=O)O[C@@H]1CC[C@H](CC1)C(N(CC12CCC(CC1)(CC2)C2=CC(=C(C=C2)OC)C)C2=NC=NC(=C2)C=2C=NN(C2)C2CCC2)=O